ClC1=C2C=C(N(C2=CC=C1Cl)C)C(=O)N[C@@]1(COCC1)C1=CC(=C(C(=O)O)C=C1)C |r| (±)-4-[3-[(4,5-Dichloro-1-methyl-indole-2-carbonyl)amino]tetrahydrofuran-3-yl]-2-methyl-benzoic acid